4-(7-fluorobenzo[d]oxazol-2-yl)-6,7-dihydro-1H-imidazo[4,5-c]pyridin FC1=CC=CC=2N=C(OC21)C2=NCCC1=C2N=CN1